3-((3S,4R)-3-((Dimethylamino)methyl)-4-hydroxy-1-(2-(thiophen-3-yl)ethyl)piperidin-4-yl)benzamide hydrochloride Cl.CN(C)C[C@H]1CN(CC[C@]1(O)C=1C=C(C(=O)N)C=CC1)CCC1=CSC=C1